2-Hydroxy-5-(4-hydroxypiperazin-1-yl)-2,3-dihydro-1,4-benzodioxine OC1COC2=C(O1)C=CC=C2N2CCN(CC2)O